C(C1=CC=CC=C1)OC(=O)N1[C@H](C[C@@H](CC1)O)C1=CC=C(C=C1)C(=O)OC trans-4-hydroxy-2-(4-(methoxycarbonyl)phenyl)piperidine-1-carboxylic acid benzyl ester